4-OXO-4H-BENZO[H]CHROMENE-3-CARBALDEHYDE O=C1C(=COC2=C3C(=CC=C12)C=CC=C3)C=O